tert-butyl ((1-((5-(cyclopropylethynyl)pyridin-3-yl)sulfonyl)-5-(2-fluorophenyl)-1H-pyrrol-3-yl) Methyl)(methyl)carbamate C1(CC1)C#CC=1C=C(C=NC1)S(=O)(=O)N1C=C(C=C1C1=C(C=CC=C1)F)CN(C(OC(C)(C)C)=O)C